Methyl 2-(4-bromo-2,3,6-trifluorobenzyl)-1-(4,4-dimethyltetrahydrofuran-3-yl)-4-fluoro-1H-benzo[d]imidazole-6-carboxylate BrC1=C(C(=C(CC2=NC3=C(N2C2COCC2(C)C)C=C(C=C3F)C(=O)OC)C(=C1)F)F)F